[C@@H]1([C@@H](C1)NC(OC(C)(C)C)=O)NC(OC(C)(C)C)=O di-tert-butyl ((trans)-cyclopropane-1,2-diyl)dicarbamate